FC1=C(C=CC=2NC(=NC21)[C@@H](NC(OC(C)(C)C)=O)C2CCC(CC2)C)CN2C(CCC2)=O tert-Butyl N-[(S)-{4-fluoro-5-[(2-oxopyrrolidin-1-yl)methyl]-1H-benzimidazol-2-yl}(4-methylcyclohexyl)methyl]carbamate